(S)-N-isopropyltetrahydrofuran-3-amine C(C)(C)N[C@@H]1COCC1